(E)-4-((5-(dimethylamino)thiophen-2-yl)methylene)-3-(trifluoromethyl)isoxazol-5(4H)-one CN(C1=CC=C(S1)\C=C\1/C(=NOC1=O)C(F)(F)F)C